C1CC(C2=C1C1=C(S2)CCCC1)=O 1,2,5,6,7,8-hexahydro-3H-benzo[b]cyclopenta[d]thiophen-3-one